2-(4-chloro-3-fluorophenoxy)-N-[(3s,6r)-6-{5-[2-(2,2-difluorocyclopropoxy)ethoxy]-1,3,4-oxadiazol-2-yl}piperidin-3-yl]acetamide ClC1=C(C=C(OCC(=O)N[C@@H]2CN[C@H](CC2)C=2OC(=NN2)OCCOC2C(C2)(F)F)C=C1)F